tert-Butyl 3'-(5-(((4-acetoxybenzyl)oxy)amino)-2-(tert-butoxycarbonyl)-5-oxopentyl)-[1,1'-biphenyl]-3-carboxylate C(C)(=O)OC1=CC=C(CONC(CCC(CC=2C=C(C=CC2)C2=CC(=CC=C2)C(=O)OC(C)(C)C)C(=O)OC(C)(C)C)=O)C=C1